FC1=CC=C(C(=N1)C)OC1=C(C(=O)NC2=CC(=CC=C2)[S@@](=O)N(C(CO)=O)C)C=CC(=C1)C(F)(F)F (R)-2-((6-fluoro-2-methylpyridin-3-yl)oxy)-N-(3-(N-(2-hydroxyacetyl)-S-methylaminosulfinyl)phenyl)-4-(trifluoromethyl)benzamide